C[Si]([N-][Si](C)(C)C)(C)C.CN1CCCC1 N-methylpyrrolidine hexamethyldisilazide